methyl 1-methyl-5-(2'-(morpholinomethyl)-[1,1'-biphenyl]-4-yl)-1H-benzo[d][1,2,3]triazole-7-carboxylate CN1N=NC2=C1C(=CC(=C2)C2=CC=C(C=C2)C2=C(C=CC=C2)CN2CCOCC2)C(=O)OC